Methyl ((5-isobutyl-4-methyl-3-(2-methyl-4-((2-methyl-1H-imidazol-1-yl)methyl)phenyl)thiophen-2-yl)sulfonyl)carbamate C(C(C)C)C1=C(C(=C(S1)S(=O)(=O)NC(OC)=O)C1=C(C=C(C=C1)CN1C(=NC=C1)C)C)C